[1-[2-(4,4-difluorocyclohexyl)-6-methyl-4-oxo-chromen-8-yl]ethylamino]benzoic acid tert-butyl ester C(C)(C)(C)OC(C1=C(C=CC=C1)NC(C)C=1C=C(C=C2C(C=C(OC12)C1CCC(CC1)(F)F)=O)C)=O